2-(dodecylthiocarbamoyl)benzoate C(CCCCCCCCCCC)NC(=S)C1=C(C(=O)[O-])C=CC=C1